NC=1C2=C(N=CN1)N(C=C2C2=CC=C(C=C2)C2=NC=CC=C2)[C@@H]2O[C@@H]([C@H]([C@H]2O)O)CSCC=2C(=NOC2C2=CC=CC=C2)C (2R,3R,4S,5S)-2-(4-Amino-5-(4-(pyridin-2-yl)phenyl)-7H-pyrrolo[2,3-d]pyrimidin-7-yl)-5-((((3-methyl-5-phenylisoxazol-4-yl)methyl)thio)methyl)tetrahydrofuran-3,4-diol